N1C=CC=2C1=NC=CC2C2=CC(NC(=C2)N2C(CCCC2)C(F)(F)F)=O 4-(1H-pyrrolo[2,3-b]pyridin-4-yl)-6-[2-(trifluoromethyl)-1-piperidinyl]-1H-pyridin-2-one